trimethylacryloxypropyltris-(trimethylsiloxy)silane CC(C(=O)OCCC[Si](O[Si](C)(C)C)(O[Si](C)(C)C)O[Si](C)(C)C)=C(C)C